tert-butyl N-[[8-[2-(trifluoromethyl)-4-pyridyl]chroman-4-yl]methyl]carbamate FC(C1=NC=CC(=C1)C=1C=CC=C2C(CCOC12)CNC(OC(C)(C)C)=O)(F)F